(3S,4S)-3-((R)-7-fluoro-5H-imidazo[5,1-a]isoindol-5-yl)tetrahydro-2H-pyran-4-ol ethyl-2-((1R,3R)-3-amino-1-hydroxy-4-methylpentyl)thiazole-4-carboxylate hydrochloride Cl.C(C)C1=C(N=C(S1)[C@@H](C[C@H](C(C)C)N)O)C(=O)O[C@@H]1[C@H](COCC1)[C@H]1N2C(C3=CC=C(C=C13)F)=CN=C2